2-({3-Chloro-2-[(4-chloro-2-fluoro-1-benzofuran-7-yl)methoxy]-5,6,7,8-tetrahydro-1,7-naphthyridin-7-yl}methyl)-1-{[(2S)-oxetan-2-yl]methyl}-1H-1,3-benzodiazole-6-carboxylic acid ClC=1C(=NC=2CN(CCC2C1)CC1=NC2=C(N1C[C@H]1OCC1)C=C(C=C2)C(=O)O)OCC2=CC=C(C=1C=C(OC12)F)Cl